CN1N=CC2=CC=CC(=C12)NC=1C2=C(N=CN1)C=NC(=C2)OC2CN(CC2)C(C=C)=O 1-(3-((4-((1-methyl-1H-indazol-7-yl)amino)pyrido-[3,4-d]pyrimidin-6-yl)oxy)-pyrrolidin-1-yl)prop-2-en-1-one